(cis)-di-tert-Butyl 6,6-difluoro-1-methylhexahydropyrrolo[3,2-c]pyrazole-2,4-dicarboxylate FC1(CN([C@@H]2[C@H]1N(N(C2)C(=O)OC(C)(C)C)C)C(=O)OC(C)(C)C)F